O(N)O aminoxy alcohol